L-alanine nitrogen [N].N[C@@H](C)C(=O)O